C=C1C=CC=C2NNN=C21 methylene-1H-benzotriazol